COC1=CC=C(CN(S(=O)(=O)C2=C(C=CC(=C2C=2N=NN(N2)CC2=CC=C(C=C2)OC)I)S(=O)(=O)N[C@H](CNC(OC(C)(C)C)=O)C)CC2=CC=C(C=C2)OC)C=C1 tert-butyl (S)-(2-((2-(N,N-bis(4-methoxybenzyl)sulfamoyl)-4-iodo-3-(2-(4-methoxybenzyl)-2H-tetrazol-5-yl)phenyl)sulfonamido)propyl)carbamate